(E)-3-(4-((2-(5-Fluoro-2-methylbenzoyl)-6-hydroxybenzo[b]thiophen-3-yl)oxy)phenyl)acrylic acid FC=1C=CC(=C(C(=O)C2=C(C3=C(S2)C=C(C=C3)O)OC3=CC=C(C=C3)/C=C/C(=O)O)C1)C